bis((3,4-epoxy cyclohexyl)methyl) adipate C(CCCCC(=O)OCC1CC2C(CC1)O2)(=O)OCC2CC1C(CC2)O1